FC(C(C(=O)N1C[C@H]2SC3=C([C@@H]1C2)C=NC=C3C#N)(C)C)F (2S,5S)-4-(3,3-difluoro-2,2-dimethylpropanoyl)-2,3,4,5-tetrahydro-2,5-methanopyrido[3,4-f][1,4]thiazepine-9-carbonitrile